(E)-1-(2-Methoxyvinyl)-1-(trifluoromethyl)cyclopropane CO/C=C/C1(CC1)C(F)(F)F